ClC=1C(=NC=CC1C=1C(=C(C=CC1)NC(C1=NC=C(C=C1)CNC1CCOCC1)=O)C)C1=CC(=C(C=C1)CNC1CCOCC1)OC N-(3-(3-chloro-2-(3-methoxy-4-(((tetrahydro-2H-pyran-4-yl)amino)methyl)phenyl)pyridin-4-yl)-2-methylphenyl)-5-(((tetrahydro-2H-pyran-4-yl)amino)methyl)picolinamide